[NH4+].C(CCCCCCCCC)OC=1C=C(C=CC1)CCC(=O)N(CCOP(=O)(O)O)CC.C(C)NC(CN1C(C2=CC=CC(=C2C1=O)[N+](=O)[O-])=O)=O N-Ethyl-2-(4-nitro-1,3-dioxoisoindolin-2-yl)acetamide 2-[{3-[3-(Decyloxy)phenyl]propanoyl}(ethyl)amino]ethyl-dihydrogenphosphate ammonium salt